methyl (3R)-2-benzyl-5-{2-[(tert-butyldimethylsilyl) oxy] ethyl}-1,1-dioxo-1,2,5-thiadiazolidine-3-carboxylate C(C1=CC=CC=C1)N1S(N(C[C@@H]1C(=O)OC)CCO[Si](C)(C)C(C)(C)C)(=O)=O